1-Undecyl-4-Methylpyridinium methansulfonat CS(=O)(=O)[O-].C(CCCCCCCCCC)[N+]1=CC=C(C=C1)C